2-(3-(5-amino-6-((R)-3-(hydroxymethyl)-4-(4-hydroxyphenyl)-5-oxopiperazin-1-yl)pyrazin-2-yl)-4-methylphenyl)-3,3,3-trifluoro-2-hydroxypropanamide trifluoroacetate FC(C(=O)O)(F)F.NC=1N=CC(=NC1N1C[C@@H](N(C(C1)=O)C1=CC=C(C=C1)O)CO)C=1C=C(C=CC1C)C(C(=O)N)(C(F)(F)F)O